C(C)S(=O)(=O)C1=CC(=C(OC=2C=CC(=NC2)CCC2CCN(CC2)C(=O)OC(C)(C)C)C=C1)C=1C2=C(C(N(C1)C)=O)NC=C2 tert-butyl 4-[2-[5-[4-ethylsulfonyl-2-(6-methyl-7-oxo-1H-pyrrolo[2,3-c]pyridin-4-yl)phenoxy]-2-pyridyl]ethyl]piperidine-1-carboxylate